S1C2=C(C=C1NC(=O)N[C@@H]1/C(/NC[C@H]1C1=C(C=C(C=C1F)OC)F)=N/OCCO)C=CC=C2 |o1:9,13| (-)-1-(benzo[b]thiophen-2-yl)-3-{(3S*,4R*,Z)-4-(2,6-difluoro-4-methoxyphenyl)-2-[(2-hydroxyethoxy)imino]pyrrolidin-3-yl}urea